C1(CC1)N(C1=C(C(=NC=N1)NCC1(CCN(CC1)C(=O)OC(C)(C)C)C(=O)OCC)F)CC1=CC=C(C=C1)C(F)(F)F 1-(tert-butyl) 4-ethyl 4-(((6-(cyclopropyl(4-(trifluoromethyl)benzyl)amino)-5-fluoropyrimidin-4-yl)amino)methyl)piperidine-1,4-dicarboxylate